OC(C#CC=1C2=C(C(N(C1)C)=O)NC=C2C(=O)OCC)(C)C ethyl 4-(3-hydroxy-3-methyl-but-1-ynyl)-6-methyl-7-oxo-1H-pyrrolo[2,3-c]pyridine-3-carboxylate